C\C(=C/CC=1C(=C(C(=CC1O)CCCCC)S(=O)(=O)NC)O)\CCC=C(C)C (E)-3-(3,7-dimethylocta-2,6-dien-1-yl)-2,4-dihydroxy-N-methyl-6-pentylbenzenesulfonamide